ClC=1C=CC=C2C(C=C(OC12)C1=C(OC2CN(C2)C(C(=O)O)=O)C=C(C=C1)C(F)(F)F)=O 2-[3-[2-(8-chloro-4-oxo-chromen-2-yl)-5-(trifluoromethyl)phenoxy]azetidin-1-yl]-2-oxo-acetic acid